N-(4-methyl-3-(2-((5-methylthiazol-2-yl)amino)-8,9-dihydroimidazo[1',2':1,6]pyrido[2,3-d]pyrimidin-6-yl)phenyl)-4-(trifluoromethyl)pyridineamide CC1=C(C=C(C=C1)NC(=O)C1=NC=CC(=C1)C(F)(F)F)C1=CC2=C(N=C(N=C2)NC=2SC(=CN2)C)N2C1=NCC2